(2-myristoyloxyethyl)-(R)-cysteinyl-4-((6-amino-2-(butylamino)-8-hydroxy-9H-purin-9-yl)methyl)aniline C(CCCCCCCCCCCCC)(=O)OCCN[C@@H](CS)C(=O)NC1=CC=C(C=C1)CN1C2=NC(=NC(=C2N=C1O)N)NCCCC